N-((6-(4-(4-chlorophenyl)-5-hydroxy-3-methyl-1H-pyrazol-1-yl)pyridin-3-yl)sulfonyl)acetamide ClC1=CC=C(C=C1)C=1C(=NN(C1O)C1=CC=C(C=N1)S(=O)(=O)NC(C)=O)C